Bis(p-triethylsilylphenyl)methylene(2,7-di-t-butylfluorenyl)(cyclopentadienyl)zirconium C(C)[Si](C1=CC=C(C=C1)C(=[Zr](C1C=CC=C1)C1=C(C=CC=2C3=CC=C(C=C3CC12)C(C)(C)C)C(C)(C)C)C1=CC=C(C=C1)[Si](CC)(CC)CC)(CC)CC